C(C1=CC=CC=C1)O[C@@](C(=O)NN)(CC=C)C(F)(F)F |r| racemic-2-benzyloxy-2-(trifluoromethyl)pent-4-enehydrazide